CN1N=CC2=CC=C(C=C12)COC1=CC=CC(=N1)C1CCNCC1 4-(6-((1-methyl-1H-indazol-6-yl)methoxy)pyridin-2-yl)piperidine